(3R,4R)-1-(cyclopropylsulfonyl)-4-((5-fluoro-7-(5-(trifluoromethoxy)pyridin-2-yl)pyrrolo[2,1-f][1,2,4]triazin-2-yl)amino)piperidin-3-ol C1(CC1)S(=O)(=O)N1C[C@H]([C@@H](CC1)NC1=NN2C(C=N1)=C(C=C2C2=NC=C(C=C2)OC(F)(F)F)F)O